CCC1=C(C=C2CC[C@@H]3[C@@H](C2=C1CC)CC[C@]4([C@H]3CC[C@@H]4O)C)O diethylestradiol